NC=1C2=C(C(NN1)=O)N(C=C2C2=CC(=C(CNC(C1=C(C=CC(=C1)F)OC)=O)C=C2)F)[C@H]2[C@H](C2)F N-(4-(4-amino-1-((1R,2S)-2-fluorocyclopropyl)-7-oxo-6,7-dihydro-1H-pyrrolo[2,3-d]pyridazin-3-yl)-2-fluorobenzyl)-5-fluoro-2-methoxybenzamide